CC=1C=C(C=NC1)[C@H]1N(OCC1)C(=O)C1CCN(CC1)C1=CC(=NC=N1)C#N (S)-6-(4-(3-(5-methylpyridin-3-yl)isoxazolidin-2-carbonyl)piperidin-1-yl)pyrimidine-4-carbonitrile